Cl.Cl.COC=1C=C(N=NC1C1CCNCC1)N 5-methoxy-6-(piperidin-4-yl)pyridazin-3-amine dihydrochloride